ClC1=NC(=C(C=2N=C(N=C(C21)N2CC1(CCC(C2)N1C(=O)OC(C)(C)C)COC([2H])([2H])[2H])SC)F)Cl Tert-butyl 3-(5,7-dichloro-8-fluoro-2-(methylthio) pyrido[4,3-d]pyrimidin-4-yl)-1-((methoxy-d3) methyl)-3,8-diazabicyclo[3.2.1]octane-8-carboxylate